1-(4-((7-(cyclohexylamino)heptyl)amino)phenyl)dihydropyrimidine-2,4(1H,3H)-dione C1(CCCCC1)NCCCCCCCNC1=CC=C(C=C1)N1C(NC(CC1)=O)=O